CN1C(C=CC1)C(=O)O 1-METHYL-2,5-DIHYDRO-1H-PYRROLE-2-CARBOXYLIC ACID